C(#N)C=1C=C(SC1)C(CCS(=O)(=O)NC1=CC=C(C=C1)C1CCN(CC1)C)=O 3-(4-Cyanothiophen-2-yl)-N-(4-(N-methylpiperidin-4-yl)phenyl)-3-oxopropanesulfonamide